N1N=CC2=NC=CC(=C21)C=O 1H-PYRAZOLO[4,3-B]PYRIDINE-7-CARBALDEHYDE